(1aS,5aS)-2-(2,4-Difluoro-phenyl)-1a,2,5,5a-tetrahydro-1H-2,3-diaza-cyclopropa[a]pentalene-4-carboxylic Acid (Tetrahydro-pyran-4-ylmethyl)-amide O1CCC(CC1)CNC(=O)C=1C=2C[C@H]3[C@@H](C2N(N1)C1=C(C=C(C=C1)F)F)C3